FC(C(=O)O)(F)F.N1CCC(CC1)C(=O)OC Methyl piperidine-4-carboxylate trifluoroacetic acid salt